1,4-bis(3-hydroxyphenoxy)benzene OC=1C=C(OC2=CC=C(C=C2)OC2=CC(=CC=C2)O)C=CC1